Cl(=O)(=O)[O-].[Ni+2].Cl(=O)(=O)[O-] nickel(II) chlorate